FC1=CC=C(C=C1)N1N=CC2=C1C[C@@H]1CCN(C[C@]1(C2)C(=O)C=2SC=CN2)C(=O)OC(C)(C)C (4aR,8aS)-tert-butyl 1-(4-fluorophenyl)-4a-(thiazole-2-carbonyl)-4a,5,7,8,8a,9-hexahydro-1H-pyrazolo[3,4-g]isoquinoline-6(4H)-carboxylate